3-amino-1-(fluoromethyl)pyridin-2(1H)-one NC=1C(N(C=CC1)CF)=O